5-butylvinylphenyl-2-(2-hydroxy-3-alpha-butyl-5-tert-octylphenyl)-2H-benzotriazole C(CCC)C=CC=1C=CC=C(C1)C1=CC=CC2=NN(N=C21)C2=C(C(=CC(=C2)C(C)(C)CC(C)(C)C)CCCC)O